7-iodo-[1,2]Oxazolo[4,5-b]Pyridin-3-amine IC1=C2C(=NC=C1)C(=NO2)N